ethyl 5-(5-(2-chloro-7-ethoxyquinolin-3-yl)-3-(4-iodophenyl)-4,5-dihydro-1H-pyrazol-1-yl)-5-oxopentanoate ClC1=NC2=CC(=CC=C2C=C1C1CC(=NN1C(CCCC(=O)OCC)=O)C1=CC=C(C=C1)I)OCC